N2-(4-((ethylsulfonyl)methyl)phenyl)-6-fluoro-7-(8-methyl-2,3-dihydro-1H-pyrido[2,3-b][1,4]oxazin-7-yl)quinazoline-2,5-diamine C(C)S(=O)(=O)CC1=CC=C(C=C1)NC1=NC=2C=C(C(=C(C2C=N1)N)F)C1=C(C2=C(OCCN2)N=C1)C